C(N)(=O)C1=C(SC=C1)NC(NC1=CC=C(C=C1)C1=CC=C(C=C1)C(C(=O)O)=C)=O (4'-(3-(3-carbamoylthiophen-2-yl)ureido)-[1,1'-biphenyl]-4-yl)acrylic acid